The molecule is an organophosphate oxoanion obtained by deprotonation of the diphosphate OH groups of nerylneryl diphosphate; major species at pH 7.3. It is a conjugate base of a nerylneryl diphosphate. CC(=CCC/C(=C\\CC/C(=C\\CC/C(=C\\COP(=O)([O-])OP(=O)([O-])[O-])/C)/C)/C)C